FC(C=1N=C(N(C1)COCC[Si](C)(C)C)C1=CC=C(C=C1)CO)(F)F {4-[4-(trifluoromethyl)-1-{[2-(trimethylsilyl)ethoxy]methyl}imidazol-2-yl]phenyl}methanol